C(=O)(O)C(=C)C1=CC=C(C=C1)B(O)O 4-(carboxyvin-2-yl)phenylboronic acid